C[N+]1=CN(C=C1)C(=O)N1CCCC1 3-Methyl-1-(pyrrolidine-1-carbonyl)-1H-imidazol-3-ium